3-bromo-8-methylbenzo[4,5]imidazo[1,2-a]pyridine BrC1=CC=2N(C=C1)C1=C(N2)C=CC(=C1)C